ethyl 3-[(4-cyanophenyl) hydrazono]-4,4-difluoro-butyrate C(#N)C1=CC=C(C=C1)NN=C(CC(=O)OCC)C(F)F